OCC1(C(OCC1)=O)C 3-(hydroxymethyl)-3-methyldihydrofuran-2(3H)-one